OC1=CC(OC(=C1)C)=O 4-hydroxy-6-methyl-pyran-2-one